(3S)-3-(2-(5-(2-(dimethylamino)ethyl)-2-oxo-4-(trifluoromethyl)pyridin-1(2H)-yl)-4-methylpentanamido)-3-(4-fluoro-2',4',5,6'-tetramethylbiphenyl-3-yl)propanoic acid CN(CCC=1C(=CC(N(C1)C(C(=O)N[C@@H](CC(=O)O)C=1C=C(C=C(C1F)C)C1=C(C=C(C=C1C)C)C)CC(C)C)=O)C(F)(F)F)C